CN(CCCCN=CC1=CC=C(C=C1)C1=C2C(=NC(=C1)C1=CC=C(C=C1)C=NCCCCN(C)C)NC=C2)C 4,6-Bis{4-[(4-dimethylaminobutyl)iminomethyl]phenyl}-1H-pyrrolo[2,3-b]pyridine